N-[[4-fluoro-3-(trifluoromethoxy)-phenyl]methyl]acetamid N-[(3,5-difluoro-4-pyridinyl)methyl]Carbamate FC=1C=NC=C(C1CNC(O)=O)F.FC1=C(C=C(C=C1)CNC(C)=O)OC(F)(F)F